CONC(C(=C)C)=O N-methoxymethacrylic acid amide